2,6-diethyl-1,4-phenyleneoxide C(C)C1=C2C(=CC(=C1)O2)CC